[Cl-].[Cl-].C(C)(C)=[Zr+2]C1=C(C=CC=2C=CC=3CC=4C=CC5=C(C4C3C21)C=CC=C5)C5C=CC=C5 isopropylidene[(cyclopentadienyl)-(7H-dibenzo[c,g]fluorenyl)]zirconium dichloride